CN1N=CC(=C1C1=NC=C(C(=C1)OC1CN(C1)C(=O)N1N=CC[C@H]1C1=CN=C(S1)C)F)C (S)-(3-((2-(1,4-dimethyl-1H-pyrazol-5-yl)-5-fluoropyridin-4-yl)oxy)azetidin-1-yl)(5-(2-methylthiazol-5-yl)-4,5-dihydro-1H-pyrazol-1-yl)methanone